(R)-N-(3-(4-chlorophenyl)-3-hydroxypropyl)-4-methyl-2-(3-(methylcarbamoyl)-1H-indazol-6-yl)thiazole-5-carboxamide ClC1=CC=C(C=C1)[C@@H](CCNC(=O)C1=C(N=C(S1)C1=CC=C2C(=NNC2=C1)C(NC)=O)C)O